N=1C=NN2C1C=C(C=C2)OC2=CC(=C(C=C2C)NC2=NC=NC1=CC(=C(C=C21)NC(C=C)=O)N2CC1(COC1)C2)OC N-(4-((4-([1,2,4]triazolo[1,5-a]pyridin-7-yloxy)-2-methoxy-5-methylphenyl)amino)-7-(2-oxa-6-azaspiro[3.3]heptan-6-yl)quinazolin-6-yl)acrylamide